[N+](=O)([O-])C1=CC2=C(N=C(S2)N[Si](C)(C)C)C=C1 6-Nitro-N-(trimethylsilyl)benzo[d]thiazol-2-amine